2-(4-methoxypiperidin-1-yl)-3-nitropyridine COC1CCN(CC1)C1=NC=CC=C1[N+](=O)[O-]